4-((4-methoxybenzyl)amino)-N-(2-(pyridin-2-yl)ethyl)-7-(1-(tetrahydro-2H-pyran-2-yl)-1H-pyrazol-5-yl)pyrrolo[1,2-a]quinoxaline-2-carboxamide COC1=CC=C(CNC=2C=3N(C4=CC=C(C=C4N2)C2=CC=NN2C2OCCCC2)C=C(C3)C(=O)NCCC3=NC=CC=C3)C=C1